4-methyl-2,6-bis(benzhydryl)phenol CC1=CC(=C(C(=C1)C(C1=CC=CC=C1)C1=CC=CC=C1)O)C(C1=CC=CC=C1)C1=CC=CC=C1